C1(CC1)C1=CC(=NN1)NC1=NC(=NC2=CC=CC=C12)C=1C=CC(=NC1)N1CC2N(C(C1)C2)C(=O)C2=CC(=C(C=C2)C)C(F)(F)F (3-(5-(4-((5-cyclopropyl-1H-pyrazol-3-yl)amino)quinazolin-2-yl)pyridin-2-yl)-3,6-diazabicyclo[3.1.1]heptan-6-yl)(4-methyl-3-(trifluoromethyl)phenyl)methanone